(+-)-(1S,2S,5R,6R)-2-hydroxybicyclo[3.1.0]hexane-6-carboxylic acid O[C@@H]1[C@@H]2[C@@H]([C@@H]2CC1)C(=O)O |r|